C(C)(=O)N1C(SC[C@H]1C(=O)O)(C)C (4R)-3-acetyl-2,2-dimethyl-thiazolidine-4-carboxylic acid